COC1OC(C2=CC(=CC=C12)NC1=NC=C(C(=N1)N[C@H](CO)C1=CC=CC=C1)C1=NC(=NO1)C1=CC=NC=C1)(C)C (2S)-2-((2-((1-methoxy-3,3-dimethyl-1,3-dihydroisobenzofuran-5-yl)amino)-5-(3-(pyridin-4-yl)-1,2,4-oxadiazol-5-yl)pyrimidin-4-yl)amino)-2-phenylethan-1-ol